BrC=1C=C(C2=CN(N=C2C1C(F)F)C(C(=O)[C@H]1N(C[C@@H](C1)F)C(=O)OC(C)(C)C)C(=O)OCC)C(F)(F)F tert-butyl (2S,4R)-2-(2-(6-bromo-7-(difluoromethyl)-4-(trifluoromethyl)-2H-indazol-2-yl)-3-ethoxy-3-oxopropanoyl)-4-fluoropyrrolidine-1-carboxylate